NC1=NC=C(C(=N1)N)CN1CCC2=C(C=CC=C12)C1=CC=C(C(=O)O)C=C1 4-(1-((2,4-diaminopyrimidin-5-yl)methyl)indolin-4-yl)benzoic acid